C(C1=CC=CC=C1)OC=1C=CC=C2C=CC(=CC12)C(=O)OC methyl 8-(benzyloxy)-2-naphthoate